BrC=1N=C(SC1C=O)C(C)(C)O (4-bromo-2-(2-hydroxypropan-2-yl)thiazol-5-yl)methanone